BrC1=C(C=CC(=N1)C(C(F)(F)F)(C)O)OC 2-(6-bromo-5-methoxypyridin-2-yl)-1,1,1-trifluoropropan-2-ol